O[C@@H](C(=O)N1C=C(C=C1)C(C1=CN=CC=C1)=O)C(CO)(C)C (R)-2,4-dihydroxy-3,3-dimethyl-1-(3-nicotinoyl-1H-pyrrol-1-yl)butan-1-one